N(=[N+]=[N-])[C@@](COC)(C)C1=CN=C(C2=CN=C(C=C12)Cl)OC1CN(C1)C(=O)OC Methyl (S)-3-((4-(2-azido-1-methoxypropan-2-yl)-6-chloro-2,7-naphthyridin-1-yl)oxy)azetidine-1-carboxylate